3-(1-oxo-5-(((1R,2S)-2-(3-phenoxyazetidin-1-yl)cyclohexyl)methyl)isoindolin-2-yl)piperidine-2,6-dione O=C1N(CC2=CC(=CC=C12)C[C@@H]1[C@H](CCCC1)N1CC(C1)OC1=CC=CC=C1)C1C(NC(CC1)=O)=O